CC1N(C(C1CC(=O)O)C)C1=CC(=NC=C1)C(F)(F)F 2-[2,4-dimethyl-1-[2-(trifluoromethyl)-4-pyridyl]azetidin-3-yl]acetic acid